[C@@H]12COC[C@H]2C1C1(NC=2N(C(=N1)NC1CCNCC1)N=CC2C(C)C)N 2-((1R,5S,6r)-3-oxabicyclo[3.1.0]hexane-6-yl)-8-isopropyl-N4-(piperidin-4-yl)pyrazolo[1,5-a][1,3,5]triazine-2,4-diamine